ClC=1C(=NC(=NC1)NC1=CC(=CC=C1)CN1CCOCC1)N1C=C(C2=CC(=CC=C12)NC(C=C)=O)C N-[1-[5-chloro-2-[3-(morpholinomethyl)anilino]pyrimidin-4-yl]-3-methyl-indol-5-yl]prop-2-enamide